(S,E)-2-methyl-N-[1-[3-[2-(trifluoromethyl)-4-pyridyl]-1,2,4-thiadiazol-5-yl]ethylidene]propane-2-sulfinamide CC(C)(C)[S@](=O)/N=C(\C)/C1=NC(=NS1)C1=CC(=NC=C1)C(F)(F)F